BrC=1C(=CC2=C(N=C3N2CCC3)C1)C(F)(F)F 6-bromo-7-(trifluoromethyl)-2,3-dihydro-1H-benzo[d]pyrrolo[1,2-a]imidazole